C(#N)CC(=O)N1[C@H](CCC1)COC1=NC=CC2=CC(=C(C=C12)OC(C)C)C(=O)N 1-{[(2R)-1-(cyanoacetyl)pyrrolidin-2-yl]methoxy}-7-(propan-2-yloxy)isoquinoline-6-carboxamide